2-fluorophenoxybenzoic acid FC1=C(OC2=C(C(=O)O)C=CC=C2)C=CC=C1